C(C)(C)(C)C(C(=O)OC(COCCCC)CN1C(C1)(C)C)[C@@H]1OC(O[C@@H](C1)CCN)(C)C 1-butoxy-3-(2,2-dimethylaziridin-1-yl)propan-2-ol t-butyl-[(4R,6R)-6-(2-aminoethyl)-2,2-dimethyl-1,3-dioxan-4-yl]acetate